ClC=1C=C2C(=NC1)NCC21CC(C1)=CC(=O)N 2-(5'-Chloro-1',2'-dihydrospiro[cyclobutane-1,3'-pyrrolo[2,3-b]pyridin]-3-ylidene)acetamide